C(C)OC1=CC(=C(C(/C=C/C2=CC=C(C=C2)OC)=O)C(=C1)OC)O 4'-Ethoxy-2'-hydroxy-4,6'-dimethoxychalcone